NCC1(CC(CC(C1)(C)C)NC1CC(CC(C1)(C)C)(C)CN)C 3-(amino-methyl)-N-[3-(aminomethyl)-3,5,5-trimethylcyclohexyl]-3,5,5-trimethylcyclohexanamine